tert-butyl N-[5-[(5-hydroxy-2-methyl-phenyl)carbamoyl] thiazol-2-yl]carbamate OC=1C=CC(=C(C1)NC(=O)C1=CN=C(S1)NC(OC(C)(C)C)=O)C